COC(C(C=O)C=1OC=C(C1)C1=CNC2=C(C=CC=C12)F)=O (4-(7-fluoro-1H-indol-3-yl)furan-2-yl)-3-oxopropanoic acid methyl ester